C(#C)[Cu] Ethynyl-Copper(I)